ClC1=CC(=C(C=C1)C1=C(C=C(C=C1)N1CCNCC1)F)N1CC(CCC1)N1N=CC(=C1C(F)(F)F)C(=O)O 1-{1-[4-chloro-2'-fluoro-4'-(piperazin-1-yl)[1,1'-biphenyl]-2-yl]piperidin-3-yl}-5-(trifluoromethyl)-1H-pyrazole-4-carboxylic acid